ethyl 3-(2-chlorophenyl)-3-hydroxy-2-((phenylsulphonyl)methyl)propanoate ClC1=C(C=CC=C1)C(C(C(=O)OCC)CS(=O)(=O)C1=CC=CC=C1)O